methyl (S)-2-((1-((4-(4-chloro-2-fluorobenzyl) thiazol-2-yl) methyl) piperidin-4-yl) methyl)-3-(oxetan-2-ylmethyl)-3H-imidazo[4,5-b]pyridine-5-carboxylate ClC1=CC(=C(CC=2N=C(SC2)CN2CCC(CC2)CC2=NC=3C(=NC(=CC3)C(=O)OC)N2C[C@H]2OCC2)C=C1)F